C(CCCCCCCCCCC)N1C(=CC=C1)C N-dodecyl-methyl-pyrrole